C1(=CC=CC2=CC=CC=C12)C1=C(C=2C(=C3C(=C(C(=C(C3=C(C2C(=C1[2H])[2H])[2H])[2H])[2H])[2H])[2H])C1=CC=CC2=CC=CC=C12)[2H] 2,9-di(1-naphthyl)anthracene-1,3,4,5,6,7,8,10-d8